C1(C=CC(N1CCCC(=O)NN)=O)=O 4-maleimidobutyric acid hydrazide